FC(=CC)F difluoropropene